BrC=1C=C(C=C(C1)C(F)F)N1N=CC(=C1)CCl 1-[3-bromo-5-(difluoromethyl)phenyl]-4-(chloromethyl)pyrazole